ClC1=C(C=C2C(=C(C(N(C2=N1)C=1C(=NC=CC1C)C(C)C)=O)[N+](=O)[O-])N1[C@H](CN([C@@H](C1)C)C(=O)[O-])C(=O)[O-])F (3R,6R)-4-(7-chloro-6-fluoro-1-(2-isopropyl-4-methylpyridin-3-yl)-3-nitro-2-oxo-1,2-dihydro-1,8-naphthyridin-4-yl)-6-methylpiperazine-1,3-dicarboxylate